(4-ethylpiperazin-1-yl)(2-(ethylsulfanyl)-4-nitrophenyl)methanone 2-{4-[5-chloro-2-(4H-1,2,4-triazol-4-yl)phenyl]-5-methoxy-2-oxopyridin-1(2H)-yl}-4-methoxybutyrate hydrochloride Cl.ClC=1C=CC(=C(C1)C1=CC(N(C=C1OC)C(C(=O)O)CCOC)=O)N1C=NN=C1.C(C)N1CCN(CC1)C(=O)C1=C(C=C(C=C1)[N+](=O)[O-])SCC